[Si](C1=CC=CC=C1)(C1=CC=CC=C1)(C(C)(C)C)OC1=CC=2CC[C@H]3[C@@H]4CC(C([C@@]4(C)CC[C@@H]3C2C=C1)=O)S(=O)C1=CC=CC=C1 3-tert-butyldiphenylsilyloxy-16-(phenylsulfinyl)-estra-1,3,5(10)-trien-17-one